(7-{[3-(2,3-dichloro-6-fluorophenyl)pyrrolidin-3-yl]amino}-1-oxo-3,4-dihydroisoquinolin-2-yl)acetic acid hydrochloride Cl.ClC1=C(C(=CC=C1Cl)F)C1(CNCC1)NC1=CC=C2CCN(C(C2=C1)=O)CC(=O)O